dimethylanilinium tetrakis(heptafluoronaphthyl)borate potassium 5-(3,4-methylenedioxyphenyl)-2,4-pentadienoate C1OC=2C=C(C=CC2O1)C=CC=CC(=O)[O-].[K+].FC=1C(=C(C(=C2C(=C(C(=C(C12)[B-](C1=C(C(=C(C2=C(C(=C(C(=C12)F)F)F)F)F)F)F)(C1=C(C(=C(C2=C(C(=C(C(=C12)F)F)F)F)F)F)F)C1=C(C(=C(C2=C(C(=C(C(=C12)F)F)F)F)F)F)F)F)F)F)F)F)F.C[NH+](C1=CC=CC=C1)C